CC=1N=C2N(C=CC3=C2N(C2=CC=CC=C32)C)C1 2,11-Dimethyl-11H-imidazo[1',2':1,2]pyrido[3,4-b]indole